4-((2S)-2-(ethoxymethyl)-4-(4-(trifluoromethyl)phenyl)pyrrolidin-1-yl)benzonitrile C(C)OC[C@H]1N(CC(C1)C1=CC=C(C=C1)C(F)(F)F)C1=CC=C(C#N)C=C1